ClC1=CC=C(C(=N1)C(=O)NS(=O)(=O)C)N[C@H](C)C=1C=C(C=C2C(N(C(=NC12)N1CCC(CC1)C1=NNC=C1Cl)C)=O)C (R)-6-chloro-3-((1-(2-(4-(4-chloro-1H-pyrazol-3-yl)piperidin-1-yl)-3,6-dimethyl-4-oxo-3,4-dihydroquinazolin-8-yl)ethyl)amino)-N-(methylsulfonyl)picolinamide